N-(methyl(oxo)(m-tolyl)-λ6-sulfanylidene)-1-(4-(5-(trifluoromethyl)-1,2,4-oxadiazol-3-yl)phenyl)-1H-pyrrole-3-carboxamide CS(=NC(=O)C1=CN(C=C1)C1=CC=C(C=C1)C1=NOC(=N1)C(F)(F)F)(C=1C=C(C=CC1)C)=O